ClC1([C@H]([C@@H]1C1=CC(=C(C(=C1)Cl)Cl)Cl)C(=O)O)Cl (1r,3r)-2,2-dichloro-3-(3,4,5-trichlorophenyl)cyclopropane-1-carboxylic acid